BrC1=CC(=CS1)/C=C/C(=O)C1=C(C2=C(NC1=O)SC=C2)SC (E)-5-(3-(5-bromothiophen-3-yl)acryloyl)-4-methylthiothieno[2,3-b]pyridin-6(7H)-one